BrC=1C=C2C(=NC1)C(CO2)(C)NC(OC(C)(C)C)=O tert-butyl (6-bromo-3-methyl-2,3-dihydrofuro[3,2-b]pyridin-3-yl)carbamate